5-[1-(benzenesulfonyl)-2-phenylpyrrolo[2,3-b]pyridin-4-yl]-4-(4-fluorophenyl)-2-(3-hydroxypropyl)pyrazole-3-carbonitrile C1(=CC=CC=C1)S(=O)(=O)N1C(=CC=2C1=NC=CC2C=2C(=C(N(N2)CCCO)C#N)C2=CC=C(C=C2)F)C2=CC=CC=C2